BrC1=COC2=CC(=CC=C2C1=O)OCOCCOC 3-bromo-7-((2-methoxyethoxy)methoxy)-4H-chromen-4-one